1-(4-((6-amino-5-ethynylpyrimidin-4-yl)oxy)-2-fluorophenyl)-3-(3-(tert-butyl)-1-(4-methoxyphenyl)-1H-pyrazol-5-yl)urea NC1=C(C(=NC=N1)OC1=CC(=C(C=C1)NC(=O)NC1=CC(=NN1C1=CC=C(C=C1)OC)C(C)(C)C)F)C#C